CC1=NOC(=N1)[C@H]1CN(CCC1)[C@]([C@H](C(=O)O)O)(O)C(=O)O.C(C)(C)NC(=O)C=1SC(=CC1)C1=CC=C(C=C1)C(NC(C)C)=O N-isopropyl-5-(4-(isopropylcarbamoyl)phenyl)thiophene-2-carboxamide (3R)-3-(3-methyl-1,2,4-oxadiazol-5-yl)piperidineL-tartaric acid salt